tert-butyl 4-[(7-[[2-fluoro-4-(pyrazol-1-yl)phenyl]amino]-1,6-naphthyridin-2-yl) (methoxy)methyl]piperidine-1-carboxylate FC1=C(C=CC(=C1)N1N=CC=C1)NC1=NC=C2C=CC(=NC2=C1)C(C1CCN(CC1)C(=O)OC(C)(C)C)OC